C(C1=CC=CC=C1)C1=C(C(NC2=CC=C(C=C12)Cl)=O)C=1CC(N(N1)C(CCC(=O)O)=O)C1=CC=C(C=C1)C1=CC=C(C=C1)F 4-[5-(4-benzyl-6-chloro-2-oxo-1H-quinolin-3-yl)-3-[4-(4-fluorophenyl)phenyl]-3,4-dihydropyrazol-2-yl]-4-oxo-butanoic acid